COC(=O)C1=C(C=NC=C1)NC[C@@H]1CCCC2=CC(=CC=C12)N(C)C1=NC(=CC=C1)OC 3-({[(1R)-6-[(6-methoxypyridin-2-yl)(methyl)amino]-1,2,3,4-tetrahydronaphthalen-1-yl]methyl}amino)pyridine-4-carboxylic acid methyl ester